(3,3-difluoroazetidin-1-yl)(1,2,3,4-tetrahydroisoquinolin-7-yl)methanone hydrochloride Cl.FC1(CN(C1)C(=O)C1=CC=C2CCNCC2=C1)F